(3S,4S)-4-{[5-(2,4-difluoro-phenyl)-oxazole-2-carbonyl]-amino}-piperidine-1,3-dicarboxylic acid 1-tert-butyl ester C(C)(C)(C)OC(=O)N1C[C@@H]([C@H](CC1)NC(=O)C=1OC(=CN1)C1=C(C=C(C=C1)F)F)C(=O)O